methyl 1-(2-(2-((tert-butyldimethylsilyl)oxy)ethyl)-6-fluoro-1H-indole-1-carbonyl)-4-(4-fluorophenyl)piperidine-4-carboxylate [Si](C)(C)(C(C)(C)C)OCCC=1N(C2=CC(=CC=C2C1)F)C(=O)N1CCC(CC1)(C(=O)OC)C1=CC=C(C=C1)F